NCCCO[Si](OC)(OC)CCCN (aminoethyl)-gamma-aminopropyltrimethoxysilane